NCCCC[Si](O[Si](C)(C)C)(C)CCCCN Bis(aminobutyl)tetramethyl-disiloxane